5-(cyclohexylamino)-2-methylimidazo[1,2-c]quinazoline-8-carboxylic acid C1(CCCCC1)NC1=NC=2C=C(C=CC2C=2N1C=C(N2)C)C(=O)O